2-(2,2-difluoroethyl)-2-ethylmalonic acid FC(CC(C(=O)O)(C(=O)O)CC)F